8-acetyl-5-oxa-2,8-diazaspiro[3.5]nonane-2-carboxylic acid tert-butyl ester C(C)(C)(C)OC(=O)N1CC2(C1)OCCN(C2)C(C)=O